nonafluorovalerate FC(C(C(C(C(=O)[O-])(F)F)(F)F)(F)F)(F)F